C1(=CC=CC=C1)N1N=CC(=C1)C1=CC=C(N1)C(=O)OC methyl 5-(1-phenyl-1H-pyrazol-4-yl)-1H-pyrrole-2-carboxylate